C(C)C1CNCN1N1C=NC=2C1=C1C(=NC2)NC=C1 1-(5-ethylimidazolidin-1-yl)-1,6-dihydroimidazo[4,5-d]Pyrrolo[2,3-b]Pyridine